C[C@H]1N([C@H](CCC1)C)C(CCCCC=1N=C(N(C1)C1=CC=CC=C1)C1=C(C(=O)N)C=CC=C1C=1C=NNC1)=O (4-(5-((2r,6s)-2,6-dimethylpiperidin-1-yl)-5-oxopentyl)-1-phenyl-1H-imidazol-2-yl)-3-(1H-pyrazol-4-yl)benzamide